tert-butyl 4-([1-[2-amino-6-(furan-2-yl)pyrimidin-4-yl]-1,2,3-benzotriazol-5-yl]oxy)pyrazole-1-carboxylate NC1=NC(=CC(=N1)N1N=NC2=C1C=CC(=C2)OC=2C=NN(C2)C(=O)OC(C)(C)C)C=2OC=CC2